tert-Butyl 2-(6-acrylamido-5-oxo-5H-benzo[4',5']thiazolo-[3',2':1,6]pyrido[2,3-d]pyrimidin-2-yl)-2,8-diazaspiro[4.5]decane-8-carboxylate C(C=C)(=O)NC=1C(C2=C(N=C(N=C2)N2CC3(CC2)CCN(CC3)C(=O)OC(C)(C)C)N3C1SC1=C3C=CC=C1)=O